C1(CC1)C1=NC=CC(=C1N1C(N=C(C2=C1N=C(C(=C2)F)C2=C(C=CC=C2)F)N2[C@H](CN(CC2)C(C=C)=O)C)=O)C 1-(2-cyclopropyl-4-methyl-3-pyridinyl)-6-fluoro-7-(2-fluorophenyl)-4-((2S)-2-methyl-4-(2-propenoyl)-1-piperazinyl)pyrido[2,3-d]pyrimidin-2(1H)-one